ClC=1C=C2C(=NC1)C(=CO2)C=2C=NN(C2)C 6-chloro-3-(1-methyl-1H-pyrazol-4-yl)furo[3,2-b]pyridine